CC1=C(C=CC(=C1)[N+](=O)[O-])S(=O)(=O)CP(=O)(CC)CC methyl-1-(diethylphosphorylmethylsulfonyl)-4-nitro-benzene